ClC[C@H](CN=CC1=CC=CC=C1)O (S)-1-chloro-3-(benzylideneamino)-propan-2-ol